2-(4-chloro-6-oxo-5-phenyl-pyridazin-1-yl)-N-[3-(dimethylsulfamoyl)-4-methyl-phenyl]acetamide ClC=1C=NN(C(C1C1=CC=CC=C1)=O)CC(=O)NC1=CC(=C(C=C1)C)S(N(C)C)(=O)=O